2-amino-3-phenyl-N-(4-tolyl)-propionamide NC(C(=O)NC1=CC=C(C=C1)C)CC1=CC=CC=C1